1-(5-(4-Chloro-7-fluoro-2-(4-phenylpiperazine-1-carbonyl)-1H-indol-6-yl)-3,6-dihydropyridin-1(2H)-yl)-3-(1H-1,2,3-triazol-1-yl)propan-1-one ClC1=C2C=C(NC2=C(C(=C1)C1=CCCN(C1)C(CCN1N=NC=C1)=O)F)C(=O)N1CCN(CC1)C1=CC=CC=C1